(E)-1-(2-Hydroxyphenyl)-3-[4-(4-pyridin-2-ylpiperazin-1-yl)phenyl]prop-2-en-1-one OC1=C(C=CC=C1)C(\C=C\C1=CC=C(C=C1)N1CCN(CC1)C1=NC=CC=C1)=O